imino-1-methyl-pyrimidine N=C1N(C=CC=N1)C